ClOB(OC=1C=C(C=CC1)C1=CC=CC=C1)O chloro(1,1'-biphenyl-3-yl)boric acid